C(COCCOCCOCCOCCOCC(=O)O)(=O)O 3,6,9,12,15-pentaoxaheptadecanedioic acid